NCC=1C=CC(NC1)=O 5-(aminomethyl)-1H-pyridin-2-one